FC1=C(C=CC=C1)C1=CC(=CN1S(=O)(=O)C1=CC(=CC=C1)C1=COC=C1)CNC 1-(5-(2-Fluorophenyl)-1-((3-(furan-3-yl)phenyl)sulfonyl)-1H-pyrrol-3-yl)-N-methyl-methylamine